Cl.NC1CCC(CC1)CN1C(\C(\C2=CC=C(C=C12)C(=O)NCC#C)=C/C=1NC(=CC1C)C)=O (Z)-1-(((1r,4r)-4-aminocyclohexyl)methyl)-3-((3,5-dimethyl-1H-pyrrol-2-yl)methylene)-2-oxo-N-(prop-2-yn-1-yl)indole-6-carboxamide hydrochloride